(S)-tert-butyl 4-(3-(2-(2-hydroxyphenyl)-6,6a,7,8,9,10-hexahydro-5H-pyrazino[1',2':4,5]pyrazino[2,3-c]pyridazine-8-carbonyl)azetidin-1-yl)piperidine-1-carboxylate OC1=C(C=CC=C1)C=1C=C2C(=NN1)NC[C@@H]1N2CCN(C1)C(=O)C1CN(C1)C1CCN(CC1)C(=O)OC(C)(C)C